CC1C2CN(C(C1)C2)C(=O)NC2=CC(=C(C=C2)C)C2=NN(C=N2)C cis-5-methyl-N-(4-methyl-3-(1-methyl-1H-1,2,4-triazol-3-yl)phenyl)-2-azabicyclo[2.2.1]heptane-2-carboxamide